N-(1'-(6-((1-methoxycyclobutyl)methoxy)-4-methylpyridin-2-yl)-1',2'-dihydrospiro[cyclopropane-1,3'-pyrrolo[3,2-c]pyridin]-6'-yl)acetamide COC1(CCC1)COC1=CC(=CC(=N1)N1CC2(C=3C=NC(=CC31)NC(C)=O)CC2)C